[I-].C[N+]1(CCCCC1)C 1,1-dimethylpiperidinium iodide salt